bismuth, magnesium salt [Mg].[Bi]